2-[(1'S)-3',3'-difluoro-2,5-dioxo-5'-(pyridin-3-yl)-2',3'-dihydrospiro[imidazolidine-4,1'-inden]-1-yl]-N-[(5-fluoropyridin-2-yl)methyl]-N-[3-(trifluoromethyl)oxetan-3-yl]acetamide FC1(C[C@@]2(C3=CC=C(C=C13)C=1C=NC=CC1)NC(N(C2=O)CC(=O)N(C2(COC2)C(F)(F)F)CC2=NC=C(C=C2)F)=O)F